4-hydroxypyridine potassium [K].OC1=CC=NC=C1